NC1=C(C(=NN1C1=C(C=C(C=C1Cl)C(F)(F)F)Cl)C#N)[S@@](=O)C(F)(F)F |r| 5-amino-1-[2,6-dichloro-4-(trifluoromethyl)phenyl]-4-[(RS)-(trifluoromethyl)sulfinyl]-1H-pyrazole-3-carbonitrile